methyldimethoxydodecylsilane C[SiH2]CCCCCCCCCCCC(OC)OC